OCC1C[C@@H]2[C@@H](CN(C2)C(=O)OC(C)(C)C)C1 1,1-dimethylethyl (3aR,6aS)-5-(hydroxymethyl)hexahydrocyclopenta[c]pyrrole-2(1H)-carboxylate